(S)-4-(((6-isopropyl-4-oxochroman-7-yl)oxy)(pyridin-4-yl)methyl)benzamide C(C)(C)C=1C=C2C(CCOC2=CC1O[C@@H](C1=CC=C(C(=O)N)C=C1)C1=CC=NC=C1)=O